C1(=CC(=CC=C1)C1=NC(=NC(=N1)C1=CC=CC=C1)C1=CC=CC=2OC3=C(C21)C=C(C=C3)C3=CC=C(C=C3)C3=CC=C(C=C3)C3=CC=CC=C3)C3=CC=CC=C3 2-[1,1'-biphenyl]-3-yl-4-phenyl-6-(8-[1,1':4',1''-ter-phenyl]-4-yl-1-dibenzofuranyl)-1,3,5-triazine